C(C)(C)(C)OC(N[C@@H]1C[C@@H](C1)OC1=C2C=NN(C2=CC(=C1)Br)C1OCCCC1)=O cis-N-[3-(6-bromo-1-tetrahydropyran-2-yl-indazol-4-yl)oxycyclobutyl]carbamic acid tert-butyl ester